CC1=C(C=C2N1CCN(C2=O)CCNC2=NC=CC1=CC=C(C=C21)C2=NOC(=N2)C)C(=O)OCC Ethyl 6-methyl-2-[2-[[7-(5-methyl-1,2,4-oxadiazol-3-yl)-1-isoquinolyl]amino]ethyl]-1-oxo-3,4-dihydropyrrolo[1,2-a]pyrazine-7-carboxylate